BrC=1C=C2C(C(N(C2=C(C1)F)CC(=O)NCCCC(=O)OC)=O)(C)C methyl 4-[2-(5-bromo-7-fluoro-3,3-dimethyl-2-oxoindol-1-yl)acetamido]butanoate